C(C)(=O)C1=C(C2=C(N=C(N=C2)NC2=NC=C(C=C2)N2CCC(CC2)C(F)(F)C2=CC=C(C=C2)CCl)N(C1=O)C1CCCC1)C 6-acetyl-2-[[5-[4-[[4-(chloromethyl)phenyl]-difluoro-methyl]-1-piperidyl]-2-pyridyl]amino]-8-cyclopentyl-5-methyl-pyrido[2,3-d]pyrimidin-7-one